CC1=NN=C(S1)C1N(OCC1)C(=O)C1CCN(CC1)C1=NC=CC(=N1)C(=O)N 2-[4-[3-(5-Methyl-1,3,4-thiadiazol-2-yl)isoxazolidine-2-carbonyl]-1-piperidyl]pyrimidine-4-carboxamide